3-benzyl-6-(4-fluorobenzyl)-2,3,4,6-tetrahydropyrido[3,4-c][1,8]naphthyridin-5(1H)-one C(C1=CC=CC=C1)N1CC=2C(N(C=3N=CC=CC3C2CC1)CC1=CC=C(C=C1)F)=O